hexadecyl-eicosyl hexacosanoate C(CCCCCCCCCCCCCCCCCCCCCCCCC)(=O)OC(CCCCCCCCCCCCCCCCCCC)CCCCCCCCCCCCCCCC